Cl.FC1=C(OC2CNC2)C(=CC=C1)F 3-(2,6-difluorophenoxy)azetidine hydrochloride